(R)-N-(3-(N-(tert-butyl)sulfamoyl)phenyl)-2-(6-azaspiro[2.5]oct-6-yl)-6-((tetrahydrofuran-3-yl)amino)nicotinamide C(C)(C)(C)NS(=O)(=O)C=1C=C(C=CC1)NC(C1=C(N=C(C=C1)N[C@H]1COCC1)N1CCC2(CC2)CC1)=O